CC(C)[C@H]1CN(CCN1)C(=O)OCCCC butyl (3S)-3-(propan-2-yl)piperazine-1-carboxylate